1,2-bis(3-mercaptopropyl)ethane SCCCCCCCCS